3-(2-(benzylthio)-5-methyl-1H-pyrrol-1-yl)isoquinoline C(C1=CC=CC=C1)SC=1N(C(=CC1)C)C=1N=CC2=CC=CC=C2C1